tert-butyl rac-(2-(4-bromopyridin-2-yl)-1-hydroxypropan-2-yl)carbamate BrC1=CC(=NC=C1)[C@@](CO)(C)NC(OC(C)(C)C)=O |r|